chloro-4-(naphthalen-2-yl)-6-phenyl-1,3,5-triazine ClC1=NC(=NC(=N1)C1=CC2=CC=CC=C2C=C1)C1=CC=CC=C1